N(CCN[C@@H](CC(=O)O)C(=O)O)CCN[C@@H](CC(=O)O)C(=O)O N,N'-(iminodi-2,1-ethanediyl)bis(aspartic acid)